phenylundecynedicarboxylic acid C1(=CC=CC=C1)C(C#CCCCCCCCC)(C(=O)O)C(=O)O